2-(4-(8-chloro-3-methyl-2-oxo-2,3-dihydro-1H-imidazo[4,5-c][1,5]naphthyridin-1-yl)phenyl)-2-methylpropanenitrile ClC1=NC=2C3=C(C=NC2C=C1)N(C(N3C3=CC=C(C=C3)C(C#N)(C)C)=O)C